FC(C1=CC=C(O[C@@H]2CN(CCC2)C2=CC=C(C(=O)O)C=C2)C=C1)(F)F (S)-4-(3-(4-(trifluoromethyl)phenoxy)piperidin-1-yl)benzoic acid